1-{2-[(3R)-3,4-dimethylpiperazin-1-yl]-5-fluoropyrimidin-4-yl}-N-(2-{imidazo[1,2-a]pyridin-3-yl}propan-2-yl)-N-methylazetidine-3-carboxamide C[C@@H]1CN(CCN1C)C1=NC=C(C(=N1)N1CC(C1)C(=O)N(C)C(C)(C)C1=CN=C2N1C=CC=C2)F